FC=1C(=CC=C2C(=NC(=NC12)OCC=O)N1CC2CCC(C1)N2C(=O)OC(C)(C)C)C2=CC(=CC1=CC=C(C(=C21)C#C[Si](C(C)C)(C(C)C)C(C)C)F)OCOC tert-butyl 3-(8-fluoro-7-(7-fluoro-3-(methoxymethoxy)-8-((triisopropylsilyl) ethynyl) naphthalen-1-yl)-2-(2-oxoethoxy) quinazolin-4-yl)-3,8-diazabicyclo[3.2.1]octane-8-carboxylate